N1(C=NC=C1)CC(=O)OCCC(=C(F)F)F 3,4,4-trifluorobut-3-en-1-yl 2-(1H-imidazol-1-yl)acetate